2,6-bis(2,4-dimethylphenyl)-4-(2,4-dihydroxyphenyl)-s-triazine CC1=C(C=CC(=C1)C)C1=NC(=NC(=N1)C1=C(C=C(C=C1)O)O)C1=C(C=C(C=C1)C)C